(±)-trans-4-phenyl-3-(pyridin-3-ylcarbamoyl)pyrrolidine-1-carboxylic acid tert-butyl ester C(C)(C)(C)OC(=O)N1C[C@H]([C@@H](C1)C1=CC=CC=C1)C(NC=1C=NC=CC1)=O |r|